C1(CCCCC1)COC(=O)N1CCC(CC1)(CO)F 4-fluoro-4-(hydroxymethyl)piperidine-1-carboxylic acid-cyclohexylmethyl ester